6-Bromo-2-(4-{4-[(5-methylfuran-2-yl)methyl]piperazin-1-yl}phenyl)-N-(1-methylpiperidin-4-yl)-3H-imidazo[4,5-b]pyridin-7-amine BrC=1C(=C2C(=NC1)NC(=N2)C2=CC=C(C=C2)N2CCN(CC2)CC=2OC(=CC2)C)NC2CCN(CC2)C